tert-butyl (1r,2r,3s,4s)-2,3-bis(hydroxymethyl)-7-azabicyclo[2.2.1]heptane-7-carboxylate OC[C@H]1[C@H]2CC[C@@H]([C@H]1CO)N2C(=O)OC(C)(C)C